(E)-N-(4-(1-(4-(1-(4-((2-(2,6-dioxopiperidin-3-yl)-3-oxoisoindolin-4-yl)oxy)butyl)piperidin-4-yl)benzoyl)piperidin-4-yl)butyl)-3-(pyridin-3-yl)acrylamide O=C1NC(CCC1N1CC2=CC=CC(=C2C1=O)OCCCCN1CCC(CC1)C1=CC=C(C(=O)N2CCC(CC2)CCCCNC(\C=C\C=2C=NC=CC2)=O)C=C1)=O